1-[(4S)-8-chlorochroman-4-yl]-3-[2-(1-methylpyrazol-4-yl)thiazol-4-yl]urea ClC=1C=CC=C2[C@H](CCOC12)NC(=O)NC=1N=C(SC1)C=1C=NN(C1)C